Cl.CNC=1SC2=NC=CC=C2N1 N-methyl[1,3]thiazolo[5,4-b]pyridin-2-amine hydrochloride